5,6-dichloropicolinic acid ClC=1C=CC(=NC1Cl)C(=O)O